2-(4-bromo-2-methoxy-5-methylphenyl)ethan-1-amine BrC1=CC(=C(C=C1C)CCN)OC